ClC1=NC=CC2=CC(=CC=C12)O[C@@H]1C[C@@H](N(C1)CC1=CN=C(S1)NC(C)=O)C N-(5-(((2S,4R)-4-((1-chloroisoquinolin-6-yl)oxy)-2-methylpyrrolidin-1-yl)methyl)thiazol-2-yl)acetamide